1-ethyl-3-vinylimidazole cysteine salt N[C@@H](CS)C(=O)O.C(C)N1CN(C=C1)C=C